B(O)(O)O.ClC1=C(C(=O)N([C@@H](CC(C)C)C(=O)O)NC(CCOC)=O)C=C(C=C1)Cl (S)-N-(2,5-dichlorobenzoyl)-3-methoxypropionamido-D-leucine borate